C(C=CCCCCCCCCCCCCCCCCC)(=O)N eicoseneamide